The molecule is a pteroic acid derivative arising from formal hydrogenation of the 5,6- and 7,8-double bonds of pteroic acid. It is a conjugate acid of a (6S)-5,6,7,8-tetrahydropteroate. C1[C@@H](NC2=C(N1)N=C(NC2=O)N)CNC3=CC=C(C=C3)C(=O)O